4-(2-ethyl-4-(4,4,5,5-tetramethyl-1,3,2-dioxaborolan-2-yl)phenyl)-1-methylpiperidine C(C)C1=C(C=CC(=C1)B1OC(C(O1)(C)C)(C)C)C1CCN(CC1)C